ClC=1C(=C(C2=C(C=C(C(O2)C(F)(F)F)C(=O)OCC)C1)C[2H])C(C)(C)C ethyl 6-chloro-7-tert-butyl-8-deuteromethyl-2-trifluoromethyl-2H-benzopyran-3-carboxylate